5,5'''-dibromo-3'',4'-difluoro-[2,2':5',2'':5'',2'''-quaterthiophene]-3,3'''-dicarboxylate BrC1=CC(=C(S1)C=1SC(=C(C1)F)C=1SC(=CC1F)C=1SC(=CC1C(=O)[O-])Br)C(=O)[O-]